CC1=CC=CC=2N(N=NC21)CN(CCO)CCO 2,2'-[[(Methyl-1H-benzotriazol-1-yl)methyl]imino]diethanol